2-phenyl-2,3-dihydrobenzo[d]oxazole C1(=CC=CC=C1)C1OC2=C(N1)C=CC=C2